COC1=CC=C(CN(C2=NC=CC(=N2)C(C(=O)OC)C(C)C)S(=O)(=O)C2CC2)C=C1 methyl 2-(2-(N-(4-methoxybenzyl) cyclopropanesulfonylamino) pyrimidin-4-yl)-3-methylbutanoate